ClC1=NC=C(C(=N1)C1=C(C2=NN(C(=C2S1)C(C)C)C)C)F (2-chloro-5-fluoropyrimidin-4-yl)-2,6-dimethyl-3-propan-2-yl-thieno[3,2-c]pyrazole